6-(6-(pyridin-2-yl)-1,2,4,5-tetrazin-3-yl)pyridin-3-amine N1=C(C=CC=C1)C1=NN=C(N=N1)C1=CC=C(C=N1)N